OC=1C(=NC=CC1OC)C(=O)NC=1C=C2C=CC(=NC2=CC1)OCCC(C)C 3-hydroxy-N-(2-(isopentyloxy)quinolin-6-yl)-4-methoxypicolinamide